C(C)OCCOCCOCCS(=O)(=O)Cl 2-(2-(2-ethoxyethoxy)ethoxy)ethane-1-sulfonylchloride